COC1=C(C=CC=C1)N1CCN(CC1)CCCCC1=CC(=CC2=C1NC(O2)=O)C(=O)N 4-[4-(2-methoxyphenyl)piperazinyl]Butyl-benzoOxazolin-2-one-6-carboxamide